trifluoromethylthio(2,2-bipyridine) copper (I) [Cu+].FC(SC=1C(=NC=CC1)C1=NC=CC=C1)(F)F